ClC=1C=C(C=CC1)NC=1C2=C(N=CN1)C(=NC=N2)NN N-(3-chlorophenyl)-8-hydrazineylpyrimido[5,4-d]pyrimidin-4-amine